BrC1=C([SH+](C2=C1C=CC(=C2)OC)=O)C2=CC=C(C=C2)Br 3-bromo-2-(4-bromophenyl)-6-methoxy-1-oxobenzothiophen-1-ium